(3-(hydroxyimino)-1-phenylpropyl)(isopropyl)phosphinic acid ON=CCC(C1=CC=CC=C1)P(O)(=O)C(C)C